CC1=C(C(C2=CC=CC(=C12)C1=CC=C(C=C1)C(C)(C)C)[Si](C)(C)C1C(=CC2=C(C=CC=C12)C1=CC=C(C=C1)C(C)(C)C)C(C)C)C (3-methyl-4-(4-(tert-butyl)phenyl)-2-methyl-1H-inden-1-yl)(4-(4-(tert-butyl)phenyl)-2-isopropyl-1H-inden-1-yl)dimethylsilane